1-(4-(2-(4-bromophenyl)propan-2-yl)thiazol-2-yl)-3-(3-(3-hydroxypyrrolidin-1-yl)propyl)urea BrC1=CC=C(C=C1)C(C)(C)C=1N=C(SC1)NC(=O)NCCCN1CC(CC1)O